C(CCCC(C)C)O iso-heptyl alcohol